tert-butyl (S)-(1-(5-amino-1-methyl-2-(trifluoromethyl)-1H-benzo[d]imidazol-4-yl) pyrrolidin-3-yl)carbamate NC1=C(C2=C(N(C(=N2)C(F)(F)F)C)C=C1)N1C[C@H](CC1)NC(OC(C)(C)C)=O